[Al].[Co].[Ni].[Li].CO[Si](O[Si](OC)(OC)OC)(OC)OC 1,3-dimethoxytetramethoxydisiloxane Lithium-Nickel-Cobalt-Aluminium